3-(4-(2,4-dimethoxybenzylamino)-2-(hydroxymethyl)pyrazolo[1,5-a]pyrazin-6-yl)benzonitrile COC1=C(CNC=2C=3N(C=C(N2)C=2C=C(C#N)C=CC2)N=C(C3)CO)C=CC(=C1)OC